N-(4-nitrophenyl)-N-methyl-2-(4-methylpiperazine-1-yl)acetamide [N+](=O)([O-])C1=CC=C(C=C1)N(C(CN1CCN(CC1)C)=O)C